ClC1=CC(=C(C=N1)C#CC=1C=NN(C1)C1CCN(CC1)C(C)=O)F (4-(4-((6-chloro-4-fluoropyridin-3-yl)ethynyl)-1H-pyrazol-1-yl)piperidin-1-yl)ethan-1-one